Trans-4-[[2-chloro-6-[4-[4-[(4R)-4-(tert-butoxycarbonylamino)-2-oxo-pyrrolidin-1-yl]phenyl]sulfonylpiperazin-1-yl]-4-pyridyl]-difluoro-methyl]cyclohexanecarboxylic acid ClC1=NC(=CC(=C1)C([C@@H]1CC[C@H](CC1)C(=O)O)(F)F)N1CCN(CC1)S(=O)(=O)C1=CC=C(C=C1)N1C(C[C@H](C1)NC(=O)OC(C)(C)C)=O